tert-Butyl 3-(4-(2-(2,6-dioxopiperidin-3-yl)-1-oxoisoindolin-5-yl)piperidin-1-yl)azetidine-1-carboxylate O=C1NC(CCC1N1C(C2=CC=C(C=C2C1)C1CCN(CC1)C1CN(C1)C(=O)OC(C)(C)C)=O)=O